BrC/C=C/C(=O)NC1=C(C=C(C=C1F)C(=O)C1=CC=C2C(=CC=CN12)C=1C(=CC2=C(N(N=C2C1OC)C)C)C(F)(F)F)F (E)-4-bromo-N-(2,6-difluoro-4-(8-(7-methoxy-2,3-dimethyl-5-(trifluoromethyl)-2H-indazol-6-yl)indolizine-3-carbonyl)phenyl)but-2-enamide